N[C@@H](C(=O)O)CCCC(=O)O |r| DL-α-Aminoadipic Acid